N-(1,3-dimethyl-1H-pyrazole-4-sulfonyl)-6-[3-(3,3,3-trifluoro-2,2-dimethylpropoxy)-1H-pyrazol-1-yl]-2-[(4S)-2,2,4-trimethylpyrrolidin-1-yl]pyridine-3-carboxamide CN1N=C(C(=C1)S(=O)(=O)NC(=O)C=1C(=NC(=CC1)N1N=C(C=C1)OCC(C(F)(F)F)(C)C)N1C(C[C@@H](C1)C)(C)C)C